N-(2-((1S,3S,5S)-3-Cyano-2-azabicyclo[3.1.0]hexan-2-yl)-2-oxoethyl)-7-(2-fluoropropan-2-yl)quinoline-4-carboxamide C(#N)[C@H]1N([C@H]2C[C@H]2C1)C(CNC(=O)C1=CC=NC2=CC(=CC=C12)C(C)(C)F)=O